(S)-N-((S)-3-(1H-indazol-5-yl)-2-(pyrrolidin-1-yl)propyl)-3-phenylbutanamide N1N=CC2=CC(=CC=C12)C[C@@H](CNC(C[C@H](C)C1=CC=CC=C1)=O)N1CCCC1